1-bromo-3,4-difluoro-2-deuteromethoxybenzene BrC1=C(C(=C(C=C1)F)F)OC[2H]